ClC=1C(=NC(=NC1)N(C1CC(N(CC1)C1=CC=C2C(=NN(C2=C1)C)C1C(NC(CC1)=O)=O)=O)C)NC=1C=C2CC(N(C2=CC1)C)=O 3-[6-[4-[[5-Chloro-4-[(1-methyl-2-oxo-indolin-5-yl)amino]pyrimidin-2-yl]-methyl-amino]-2-oxo-1-piperidyl]-1-methyl-indazol-3-yl]piperidine-2,6-dione